FC1=CC(=C2C(C(=NN(C2=C1)C1=CC=C(C=C1)OC(F)(F)F)C(=O)OCC)=O)SC ethyl 7-fluoro-5-methylsulfanyl-4-oxo-1-[4-(trifluoromethoxy)phenyl]cinnoline-3-carboxylate